2-{3,8-diazabicyclo[3.2.1]octan-3-yl}pyrimidine-5-carbonitrile C12CN(CC(CC1)N2)C2=NC=C(C=N2)C#N